ClC=1C(=C(C(=O)O)C=C(C1I)Cl)F 3,5-dichloro-2-fluoro-4-iodo-benzoic acid